6-((6,7-dimethoxyquinazolin-4-yl)oxy)-N,2-dimethylbenzofuran-3-carboxamide COC=1C=C2C(=NC=NC2=CC1OC)OC1=CC2=C(C(=C(O2)C)C(=O)NC)C=C1